C1(OC(CO1)OC(F)(F)F)=O 1-(Trifluoromethoxy)-ethylene carbonate